2-(3,5-dichloro-4-((5-isopropyl-6-oxo-1,6-dihydropyridin-3-yl)thio)phenyl)-3,5-dioxo-2,3,4,5-tetrahydro-1,2,4-triazine-6-carbonitrile ClC=1C=C(C=C(C1SC1=CNC(C(=C1)C(C)C)=O)Cl)N1N=C(C(NC1=O)=O)C#N